Cl.O1C[C@H](CC1)CN (R)-(tetrahydrofuran-3-yl)methylamine hydrochloride